ClC(C(\C=C\OCC)=O)(Cl)Cl (e)-1,1,1-trichloro-4-ethoxybut-3-en-2-one